[S-][S-].[Na+].[Na+] sodium di-sulphide